CCC=C(C)C Methylpentene